2-(3-methoxy-benzyl)azepane COC=1C=C(CC2NCCCCC2)C=CC1